N-Indanyl-carboxamid C1(CCC2=CC=CC=C12)NC=O